6-chloro-N-(4-cyano-2-(ethylamino)phenyl)pyridazine-4-carboxamide tert-Butyl-butyl(2-(2-isobutyramidothiazol-5-yl)-2-oxoethyl)carbamate C(C)(C)(C)OC(N(CC(=O)C1=CN=C(S1)NC(C(C)C)=O)CCCC)=O.ClC1=CC(=CN=N1)C(=O)NC1=C(C=C(C=C1)C#N)NCC